3-[6-[(6-methylpyrrolo[3,2-d]pyrimidin-4-yl)amino]-1-oxo-isoindolin-2-yl]piperidine-2,6-dione CC=1C=C2NC=NC(=C2N1)NC1=CC=C2CN(C(C2=C1)=O)C1C(NC(CC1)=O)=O